3-[3-(2-chloro-6-methyl-4-pyridinyl)-5-[(3-hydroxyazetidin-3-yl)methylamino]pyrazolo[1,5-a]pyrimidin-2-yl]benzonitrile ClC1=NC(=CC(=C1)C=1C(=NN2C1N=C(C=C2)NCC2(CNC2)O)C=2C=C(C#N)C=CC2)C